C1(CCC1)OCC1=NOC(=N1)C=1C=C(C=NC1)[C@](O)(C1(CN(C1)C)C)C1=CC=C(C=C1)C1CC1 (R)-[5-(3-Cyclobutoxymethyl-[1,2,4]oxadiazol-5-yl)-pyridin-3-yl]-(4-cyclopropyl-phenyl)-(1,3-dimethyl-azetidin-3-yl)-methanol